(R)-1-(4'H,6'H-spiro[cyclopropane-1,7'-thieno[3,2-c]pyran]-4'-yl)-N-methyl-methylamine S1C=CC=2[C@@H](OCC3(C21)CC3)CNC